C(CCCC)#N Pentanenitrile